titanium tin [Sn].[Ti]